2-cyano-7-(2-cyano-5-methoxyphenyl)isoindoline-5-carboxylic acid amide C(#N)N1CC2=C(C=C(C=C2C1)C(=O)N)C1=C(C=CC(=C1)OC)C#N